CS(=O)(=O)NCCNC(=O)C=1C=CC=2N(C1)N=CC2C2=CC=CC(=N2)C2CN(CCC2)C(=O)OC(C)(C)C tert-butyl 3-(6-(6-((2-(methylsulfonamido)ethyl)-carbamoyl)pyrazolo[1,5-a]pyridin-3-yl)pyridin-2-yl)piperidine-1-carboxylate